C1NCCC2=CC=CC(=C12)NC1CCN(CC1)C(C)=O 1-(4-((1,2,3,4-Tetrahydroisoquinolin-8-yl)amino)piperidin-1-yl)ethan-1-one